NC1=NNC2=CC(=CC(=C12)C1=CC=C(C=C1)NC(=O)C1=[N+](C(=CC=C1)C1=CC=C(C=C1)F)[O-])C1CCN(CC1)C(C(C)C)=O 2-((4-(3-amino-6-(1-isobutyrylpiperidin-4-yl)-1H-indazol-4-yl)phenyl)carbamoyl)-6-(4-fluorophenyl)pyridine 1-oxide